N[C@@H](CCC(=O)N[C@@H](CC1=CC=CC=C1)C(=O)O)C(=O)O gamma-glutamyl-Phenylalanine